N,N-dimethyl-N-butylamine CN(CCCC)C